C(C)(C)(C)OC(=O)N1CC(CCC1)C=1SC(=C(N1)C1=C(C(=CC=C1)C1=C(C=CC=C1)NS(=O)(=O)C1=C(C=CC(=C1)F)F)F)C1=NC(=NC=C1)NC(C)=O 3-{5-(2-acetamidopyrimidin-4-yl)-4-[3-(2,5-difluorobenzenesulfonylaminophenyl)-2-fluorophenyl]-thiazol-2-yl}-piperidine-1-carboxylic acid tert-butyl ester